tert-butyl 4-[3-[4-[(9S)-4,5,13-trimethyl-9-(2-pyridylmethyl)-3-thia-1,8,11,12-tetrazatricyclo[8.3.0.02,6]trideca-2(6),4,7,10,12-pentaen-7-yl]phenyl]propoxy]piperidine-1-carboxylate CC=1SC=2N3C(=NN=C3[C@@H](N=C(C2C1C)C1=CC=C(C=C1)CCCOC1CCN(CC1)C(=O)OC(C)(C)C)CC1=NC=CC=C1)C